NC=1C=C(C=C(C1)C(F)(F)F)[C@@H](C)NC=1C2=C(N=C(N1)NS(=O)(=O)C)C=NC=C2N2CCCC2 N4-((R)-1-(3-amino-5-(trifluoromethyl)phenyl)ethyl)-N2-methylsulfonyl(pyrrolidin-1-yl)pyrido[3,4-d]pyrimidine-2,4-diamine